(E)-3-(4-((4-methylbenzyl)sulfonyl)benzylidene)-2,3-dihydropyrrolo[1,2-a]quinazolin-5(1H)-one CC1=CC=C(CS(=O)(=O)C2=CC=C(\C=C\3/CCN4C3=NC(C3=CC=CC=C43)=O)C=C2)C=C1